N[C@@H]1[C@@H](OCC12CCN(CC2)C=2N=CC(=NC2CO)SC2=CC=NC1=C2OCC2N1CCS(C2)(=O)=O)C 4-((5-((3S,4S)-4-amino-3-methyl-2-oxa-8-azaspiro[4.5]decan-8-yl)-6-(hydroxymethyl)pyrazin-2-yl)thio)-6a,7,9,10-tetrahydro-6H-pyrido[3,2-b][1,4]thiazino[4,3-d][1,4]oxazine 8,8-dioxide